ClC=1C(=NC(=NC1)NC=1C(=NN(C1)CCN(C)C)C)NCCCN1C(COCCC1)=O 4-(3-((5-chloro-2-((1-(2-(dimethylamino)ethyl)-3-methyl-1H-pyrazol-4-yl)amino)pyrimidin-4-yl)amino)propyl)-1,4-oxazepan-3-one